F[C@@H]1C(NC(C[C@@H]1OC1=CC=C(N=N1)C1=NC=C(C=C1O)C=1C=CC=2N(N1)C=C(N2)C)(C)C)(C)C 2-(6-{[(3R,4S)-3-fluoro-2,2,6,6-tetramethylpiperidin-4-yl]oxy}pyridazin-3-yl)-5-(2-methylimidazo[1,2-b]pyridazin-6-yl)pyridin-3-ol